(5R,6S)-5-hydroxy-6-((S)-5H-imidazo[5,1-a]isoindol-5-yl)-2-azaspiro[3.3]heptane-2-carboxylic acid tert-butyl ester C(C)(C)(C)OC(=O)N1CC2(C1)[C@@H]([C@@H](C2)[C@@H]2N1C(C3=CC=CC=C23)=CN=C1)O